NC1=C(C=CC=C1)C1(C(=O)N)CC(C(=O)NCC2CCN(CC2)CC2=CC=CC=C2)=CC=C1 1-(2-aminophenyl)-N3-((1-benzylpiperidin-4-yl)methyl)isophthalamide